N-(3-Aminobicyclo[1.1.1]pentan-1-yl)-2-(2-chloro-5-isopropyl-8-oxothieno[2',3':4,5]pyrrolo[1,2-d][1,2,4]triazin-7(8H)-yl)acetamid NC12CC(C1)(C2)NC(CN2N=C(N1C(C2=O)=CC2=C1C=C(S2)Cl)C(C)C)=O